C(C1=CC=CC=C1)(=O)C=1C=C(C=CC1)C(C#N)C 2-(3-benzoyl-phenyl)propionitrile